tri-i-propyl phosphate P(=O)(OC(C)C)(OC(C)C)OC(C)C